4-(Pyridin-4-ylmethoxy)but-2-yn N1=CC=C(C=C1)COCC#CC